[Si](C)(C)(C(C)(C)C)OC1=CC(=C(C=C1)N=C(N)C1=C(C=2N(N=C1)C=C(C2)C2=C(C=C(C=C2)NC(=O)NCCOC)C)N[C@@H]2COCC2)CC 1-[4-[3-[N'-[4-[tert-butyl(dimethyl)silyl]oxy-2-ethyl-phenyl]carbamimidoyl]-4-[[(3S)-tetrahydrofuran-3-yl]amino]pyrrolo[1,2-b]pyridazin-6-yl]-3-methyl-phenyl]-3-(2-methoxyethyl)urea